[Cl-].[Cl-].C=[Hf+2](C1C2=CC(=CC=C2C=2C=CC(=CC12)C(C)(C)C)C(C)(C)C)C1C=CC=C1 methylene(cyclopentadienyl)(2,7-di-tert-butylfluoren-9-yl)hafnium dichloride